O1C=NC2=C1C=C(C=C2)C2=CN=CC1=C2SCCN1S(=O)(=O)C1=CC=C(C#N)C=C1 4-((8-(Benzo[d]oxazol-6-yl)-2,3-dihydro-4H-pyrido[4,3-b][1,4]thiazin-4-yl)sulfonyl)benzonitrile